1,3-bis(hydroxymethyl)benzene OCC1=CC(=CC=C1)CO